2-((4-(6-((4-chlorobenzofuran-7-yl)methoxy)pyridin-2-yl)cyclohex-3-en-1-yl)methyl)-3-(((S)-oxetan-2-yl)methyl)-3H-imidazo[4,5-b]pyridine-5-carboxylic acid ClC1=CC=C(C2=C1C=CO2)COC2=CC=CC(=N2)C2=CCC(CC2)CC2=NC=1C(=NC(=CC1)C(=O)O)N2C[C@H]2OCC2